2-chloro-N-(2-hydroxyphenyl)acetamide C1=CC=C(C(=C1)NC(=O)CCl)O